[N+](=O)([O-])C=1C=CC=2C[C@@H]3[C@@H](O3)C2C1 (1aS,6aR)-3-nitro-6,6a-dihydro-1aH-indeno[1,2-b]oxirane